1-(5-amino-1H-inden-6-yl)-2-chloroethan-1-one NC=1C=C2C=CCC2=CC1C(CCl)=O